4-decenoic acid sodium salt [Na+].C(CCC=CCCCCC)(=O)[O-]